FC=1C(=CC(=C2C=C(NC12)C(=O)N1CCN(CC1)C1=NC=CC=C1OC(F)(F)F)C1=C(C=CC=C1)OC)C1=CCCN(C1)C(CCN1N=NC=C1)=O 1-(5-(7-fluoro-4-(2-methoxyphenyl)-2-(4-(3-(trifluoromethoxy)pyridin-2-yl)piperazine-1-carbonyl)-1H-indol-6-yl)-3,6-dihydropyridin-1(2H)-yl)-3-(1H-1,2,3-triazol-1-yl)propan-1-one